C(C1=CC=CC=C1)(=O)OCC1=C(C=CC=C1)C o-Methylbenzyl Benzoate